3-methoxy-N-(6-(5-methyl-4-(1-methylcyclopropyl)-4H-1,2,4-triazol-3-yl)pyridin-2-yl)-1-(pyrazin-2-yl)-1H-pyrazole-4-carboxamide COC1=NN(C=C1C(=O)NC1=NC(=CC=C1)C1=NN=C(N1C1(CC1)C)C)C1=NC=CN=C1